(2S,4S,6S)-6-(4-([1,1'-biphenyl]-4-ylmethyl)-2-methyl-4H-thieno[3,2-b]pyrrole-3-carboxamido)spiro[3.3]heptane-2-carboxylic acid C1(=CC=C(C=C1)CN1C2=C(C=C1)SC(=C2C(=O)NC2CC1(CC(C1)C(=O)O)C2)C)C2=CC=CC=C2